S1C(=NC2=C1C=CC=C2)NC2=C(C1=C(N=N2)N(CCC1)C=1SC(=C(N1)C(=O)O)CCCOC1=C(C=C(C=C1)C#CCNCC#C)F)C [3-(1,3-benzothiazol-2-ylamino)-4-methyl-6,7-dihydro-5H-pyrido[2,3-c]pyridazin-8-yl]-5-[3-[2-fluoro-4-[3-(prop-2-ynylamino)prop-1-ynyl]phenoxy]propyl]thiazole-4-carboxylic acid